C12OCC(N(C1)C/C=C/C(=O)NC1=NC=C(N=C1)C=1C=NC=C(C1)C(C(NC=1SC(=CN1)C(F)(F)F)=O)C)C2 (E)-4-(2-oxa-5-azabicyclo[2.2.1]heptan-5-yl)-N-(5-(5-(1-oxo-1-((5-(trifluoromethyl)thiazol-2-yl)amino)propan-2-yl)pyridin-3-yl)pyrazin-2-yl)but-2-enamide